1-(4,6-diamino-s-triazin-2-yl)pentyl-2-phenyl-4-hydroxymethyl-5-methylimidazole NC1=NC(=NC(=N1)N)C(CCCC)C(C=1N=C(NC1C)C1=CC=CC=C1)O